BrC1=C(C(=CC=C1)OC)I bromo-2-iodo-3-methoxybenzene